C(C)(C)(C)OC(=O)N(C1=CC(=NC=2N1N=CC2CC)NC[C@@H]2[C@H](CN(CC2)C(=O)OC(C)(C)C)O)CC=2N=C1N(C(=CC=C1)C)C2 tert-butyl (3R,4R)-4-(((7-((tert-butoxycarbonyl)((5-methylimidazo[1,2-a]pyridin-2-yl)methyl)amino)-3-ethylpyrazolo[1,5-a]pyrimidin-5-yl)amino)methyl)-3-hydroxypiperidine-1-carboxylate